CNC1=NN2C(CN(CCC2)C(=O)OC(=O)OC(C)(C)C)=C1C tert-butoxycarbonyl ((methyl)amino)-3-methyl-7,8-dihydro-4H-pyrazolo[1,5-a][1,4]diazepine-5(6H)-carboxylate